FC1=C(CC=2C=3N(C=C(N2)C2=NC=C(C(=N2)O)F)N=CN3)C=C(C=C1)F 2-(8-(2,5-Difluorobenzyl)-[1,2,4]triazolo[1,5-a]pyrazin-6-yl)-5-fluoropyrimidin-4-ol